5-(1-acetylpiperidine-4-yl)-1-((5-(5-(difluoromethyl)-1,3,4-oxadiazole-2-yl)pyridine-2-yl)methyl)-3-(1-methylpiperidine-4-yl)-1,3-dihydro-2H-benzo[d]imidazole-2-one C(C)(=O)N1CCC(CC1)C1=CC2=C(N(C(N2C2CCN(CC2)C)=O)CC2=NC=C(C=C2)C=2OC(=NN2)C(F)F)C=C1